[Si](C)(C)(C(C)(C)C)OCCC1CCN(CC1)C1=CC=C(C=N1)NC(OC1=CC=CC=C1)=O phenyl (6-(4-(2-((tert-butyldimethylsilyl)oxy)ethyl)piperidin-1-yl)pyridin-3-yl)carbamate